ClCCN1N=C(C(=CC1=O)C1=CC=C(C=C1)OC)C1=CC=C(C=C1)OC 2-(2-chloroethyl)-5,6-bis(4-methoxyphenyl)-3(2H)-pyridazinone